COC(=O)C1=CN(C2=NC(=CC=C21)Cl)C2CC2 6-chloro-1-cyclopropyl-pyrrolo[2,3-b]Pyridine-3-carboxylic acid methyl ester